ClC1=NC(=C2C(=N1)N(N=C2)[C@H]2[C@@H]([C@@H]([C@H](O2)COC(C(F)(F)F)P(O)(O)=O)O)O)NC2CCCC2 (1-(((2R,3S,4R,5R)-5-(6-chloro-4-(cyclopentylamino)-1H-pyrazolo[3,4-d]pyrimidin-1-yl)-3,4-dihydroxytetrahydrofuran-2-yl)methoxy)-2,2,2-trifluoroethyl)phosphonic acid